N5-((1R,3s,5S)-8-azabicyclo[3.2.1]octan-3-yl)-N-(5-methyl-1H-pyrazol-3-yl)-1,6-naphthyridine-5,7-diamine [C@H]12CC(C[C@H](CC1)N2)N(C=2C=1C=CC=NC1C=C(N2)N)C2=NNC(=C2)C